FC=1C=C(C=C(C1)C(N[C@H]1[C@@H](CC2=CC=CC=C12)O)=O)C(CCOC)N1C(NC(CC1=O)(C)C)=[NH2+] [1-[1-[3-fluoro-5-[[(1R,2R)-2-hydroxyindan-1-yl]carbamoyl]phenyl]-3-methoxy-propyl]-4,4-dimethyl-6-oxo-hexahydropyrimidin-2-ylidene]ammonium